C(CCC)C(C=C)=CCCCC 3-butyl-octadiene